C1(CC1)C1=NC=2N(C=C1OC)N=CC2C2=NC(=NC=C2)N[C@H]2CN(CC[C@@H]2F)C(=O)OC(C)(C)C tert-butyl (3S,4S)-3-[[4-(5-cyclopropyl-6-methoxy-pyrazolo[1,5-a]pyrimidin-3-yl)pyrimidin-2-yl]amino]-4-fluoropiperidine-1-carboxylate